2,6-dimethyl-2,5,7-octa-trien-1-ol CC(CO)=CCC=C(C=C)C